4-(tetrahydro-2H-pyran-3-yl)-piperazin-2-one O1CC(CCC1)N1CC(NCC1)=O